5-chloro-2-(2-fluoro-4-pyridinyl)-4-[(3S)-3-isopropylpiperazin-1-yl]-1H-pyrimidin-6-one ClC1=C(N=C(NC1=O)C1=CC(=NC=C1)F)N1C[C@@H](NCC1)C(C)C